BrC(CN(S(=O)(=O)C1=CC=C(C=C1)C)C\C=C\C1=CC=C(C=C1)Cl)=C (E)-N-(2-bromoallyl)-N-(3-(4-chlorophenyl)allyl)-4-methylbenzenesulfonamide